OCC=1OC2=C(C1)C=C(C=C2I)C(=O)OC methyl 2-(hydroxymethyl)-7-iodobenzofuran-5-carboxylate